CN([C@@H]1CN2C(OC1)=C(C=N2)S(=O)(NC(NC2=C1CCCC1=CC=1CCCC21)=O)=N)C (6R)-6-(dimethylamino)-N-((1,2,3,5,6,7-hexahydro-s-indacen-4-yl)carbamoyl)-6,7-dihydro-5H-pyrazolo[5,1-b][1,3]oxazine-3-sulfonimidamide